(1S,3S,4S)-N-[(1S)-2-amino-2-oxo-1-[[(3S)-2-oxopyrrolidin-3-yl]methyl]ethyl]-5,5-difluoro-2-azabicyclo[2.2.2]octane-3-carboxamide NC([C@H](C[C@H]1C(NCC1)=O)NC(=O)[C@H]1N[C@@H]2CC([C@H]1CC2)(F)F)=O